C(#N)CNC(C1=CC=C(C=C1)C1=NC(=NC=C1)NC1=CC=C(C=C1)N1CCSCC1)=O N-(cyanomethyl)-4-(2-(4-thiomorpholino-phenylamino)pyrimidin-4-yl)benzamide